C(C)(=O)NC1=C2C(=NC3=C1C(=C(N3CCC(=O)N(C)C)C)C)CCCCC2 3-(4-acetamido-2,3-dimethyl-6,7,8,9-tetrahydrocyclohepta[b]pyrrolo[3,2-e]pyridin-1(5H)-yl)-N,N-dimethylpropanamide